N1(CCNCC1)C1=NC=CC(=N1)C1=NC(=NO1)C12CCC(CC1)(CC2)CNC(OC(C)(C)C)=O tert-butyl [(4-{5-[2-(piperazin-1-yl)pyrimidin-4-yl]-1,2,4-oxadiazol-3-yl}bicyclo[2.2.2]octan-1-yl)methyl]carbamate